(1R,3S,5R)-3-((6-bromopyrazin-2-yl)carbamoyl)-5-methyl-2-azabicyclo[3.1.0]Hexane-2-carboxylic acid tert-butyl ester C(C)(C)(C)OC(=O)N1[C@@H]2C[C@@]2(C[C@H]1C(NC1=NC(=CN=C1)Br)=O)C